C(C)(SC1=C(C=C(C=C1)C)C=O)=O S-(2-formyl-4-methyl-phenyl) ethanethioate